ClC1=C(C=C(C(=O)OC(C)(C)C)C=C1[N+](=O)[O-])OC[C@H](COC1=C(C(=CC(=C1)C(=O)OCC)[N+](=O)[O-])Cl)OS(=O)(=O)C(F)(F)F tert-butyl (S)-4-chloro-3-(3-(2-chloro-5-(ethoxycarbonyl)-3-nitrophenoxy)-2-(((trifluoromethyl) sulfonyl) oxy) propoxy)-5-nitrobenzoate